(R)-3-(2-chloro-6-(4-methylpiperazin-1-yl)pyridin-4-yl)-10-methyl-9,10,11,12-tetrahydro-8H-[1,4]diazepino[5',6':4,5]thieno[3,2-f]quinolin ClC1=NC(=CC(=C1)C1=NC=2C=CC3=C(C2C=C1)C1=C(S3)CN[C@@H](CN1)C)N1CCN(CC1)C